C(C)N(C(=O)CC(C1=CC(=C(C=C1)F)CC)NC(OC(C)(C)C)=O)CCO Tert-Butyl N-{2-[ethyl(2-hydroxyethyl)carbamoyl]-1-(3-ethyl-4-fluorophenyl)ethyl}carbamate